5-(7-Methoxy-1-methyl-β-carbolin-9-yl)pentanoic acid hydrochloride Cl.COC1=CC=C2C=3C=CN=C(C3N(C2=C1)CCCCC(=O)O)C